C(C=C)(=O)NC1=C(C(=O)NC2=CC(=NN2)CCC2=CC(=CC(=C2)OC)OC)C(=CC(=C1)N1CCN(CC1)CCC(F)(F)F)F 2-acrylamido-N-(3-(3,5-dimethoxyphenethyl)-1H-pyrazol-5-yl)-6-fluoro-4-(4-(3,3,3-trifluoropropyl)piperazin-1-yl)benzamide